ClC1=C(C(=CC=C1Cl)F)[C@@]1(CN(CC1)C(C=C)=O)NC=1C=CC2=C(N(N=C2C1)C)C (s)-1-(3-(2,3-Dichloro-6-fluorophenyl)-3-((2,3-dimethyl-2H-indazol-6-yl)amino)pyrrolidin-1-yl)prop-2-en-1-one